(4-methoxyphenyl)-1-phenyl-4,5-dihydro-1H-pyrazole-3-carboxylic acid ethyl ester C(C)OC(=O)C1=NN(CC1C1=CC=C(C=C1)OC)C1=CC=CC=C1